1,6-diaminoadamantane NC12CC3CC(C(C(C1)C3)N)C2